C(C=1C(N(C2=CC=CC(=C2C1O)OC)C)=O)C=1C(N(C2=CC=CC(=C2C1O)OC)C)=O 3,3'-methylenebis(4-hydroxy-5-methoxy-1-methylquinoline-2(1H)-one)